(1-(((3-(3,3-difluorobutyl)-5-(4-fluorophenyl)-2-methyl-1,1-dioxido-7-(trifluoromethyl)-2,3,4,5-tetrahydrobenzo[f][1,2,5]thiadiazepin-8-yl)oxy)methyl)cyclopropyl)phosphonic acid FC(CCC1N(S(C2=C(N(C1)C1=CC=C(C=C1)F)C=C(C(=C2)OCC2(CC2)P(O)(O)=O)C(F)(F)F)(=O)=O)C)(C)F